(S)-tert-butyl (1-((3-chloro-2-fluorobenzyl)amino)-3-hydroxy-1-oxopropan-2-yl)carbamate ClC=1C(=C(CNC([C@H](CO)NC(OC(C)(C)C)=O)=O)C=CC1)F